C1=CC=CC=2C3=CC=CC=C3C(C12)COC(=O)N([C@H](C(=O)O)CCCF)C (S)-2-((((9H-fluoren-9-yl)methoxy)carbonyl)(methyl)amino)-5-fluoropentanoic acid